C(=O)C1=C(OC[C@H]2N(CCCC2)C(=O)C2=C(C=O)C(=CC=C2)OC)C=CC=C1O 2-[(2S)-2-[(2-Formyl-3-hydroxyphenoxy)methyl]piperidin-1-carbonyl]-6-methoxybenzaldehyd